COC(=O)[C@H]1N(CC2=CC=CC=C2C1)NC1=NC(=NC=C1F)Cl (S)-2-((2-chloro-5-fluoropyrimidin-4-yl)amino)-1,2,3,4-tetrahydroisoquinoline-3-carboxylic acid methyl ester